[K+].O[C@@H](CC(=O)[O-])C (R)-3-hydroxybutyrate potassium salt